(±)-cis-N-[8-(benzhydrylamino)-6-(3-isopropyl-1-tetrahydropyran-2-yl-pyrazol-4-yl)-3-isoquinolinyl]-2-fluoro-cyclopropanecarboxamide C(C1=CC=CC=C1)(C1=CC=CC=C1)NC=1C=C(C=C2C=C(N=CC12)NC(=O)[C@H]1[C@H](C1)F)C=1C(=NN(C1)[C@@H]1OCCCC1)C(C)C |&1:36|